(S)-N-(1-(3-(2-ethoxypyridin-4-yl)-1,2,4-oxadiazol-5-yl)ethyl)benzamide methyl-6-methyl-7,8-dihydro-6H-cyclopenta[e]imidazo[1,2-a]pyridine-4-carboxylate COC(=O)C=1C=2N(C3=C(C1)C(CC3)C)C=CN2.C(C)OC2=NC=CC(=C2)C2=NOC(=N2)[C@H](C)NC(C2=CC=CC=C2)=O